3-(1-Methyl-7-((1-(2,4,5,6-tetrahydrocyclopenta[c]pyrrole-1-carbonyl)piperidin-4-yl)oxy)-1H-indazol-3-yl)piperidine-2,6-dione CN1N=C(C2=CC=CC(=C12)OC1CCN(CC1)C(=O)C=1NC=C2C1CCC2)C2C(NC(CC2)=O)=O